ClC=1C=CC=C2C(C=C(OC12)C1=CC=C(OCCOC2CC(C2)C(=O)O)C=C1)=O 3-[2-[4-(8-chloro-4-oxo-chromen-2-yl)phenoxy]ethoxy]cyclobutanecarboxylic acid